BrC1=CN(C=2N=CN=C(C21)Cl)[C@@H]2O[C@@H]([C@H]([C@H]2O)O)C=C (2R,3R,4S,5R)-2-(5-bromo-4-chloro-7H-pyrrolo[2,3-d]pyrimidin-7-yl)-5-vinyltetrahydrofuran-3,4-diol